[(3R)-3-fluoro-1-[4-({8-[(2R,3S)-3-(methanesulfonylmeth-yl)-2-methylazetidin-1-yl]-5-(propan-2-yl)isoquinolin-3-yl}amino)pyrimidin-2-yl]pyrrolidin-2-yl]methanol F[C@H]1C(N(CC1)C1=NC=CC(=N1)NC=1N=CC2=C(C=CC(=C2C1)C(C)C)N1[C@@H]([C@H](C1)CS(=O)(=O)C)C)CO